6,7-dihydroxy-2-(3-fluoro-4-hydroxyphenyl)quinolin-4(1H)-one OC=1C=C2C(C=C(NC2=CC1O)C1=CC(=C(C=C1)O)F)=O